diallyl-dinaphthyl-silane C(C=C)[Si](C1=CC=CC2=CC=CC=C12)(C1=CC=CC2=CC=CC=C12)CC=C